N-(2-chloro-3-((3,5-dimethyl-4-oxo-3,4-dihydroquinazolin-6-yl)amino)-4-fluorophenyl)-2-azaspiro[3.3]heptane ClC1=C(C=CC(=C1NC=1C(=C2C(N(C=NC2=CC1)C)=O)C)F)N1CC2(C1)CCC2